OC1CC=2N(CCC1)C=C(C2)C(=O)OC methyl 8-hydroxy-6,7,8,9-tetrahydro-5H-pyrrolo[1,2-a]azepine-2-carboxylate